C1CCC2=CC(=CC=C12)C(C)=NNC=1SC=C(N1)C1=C(C=C(C=C1)C)O 2-[2-(2-(1-(2,3-Dihydro-1H-inden-5-yl)ethylidene)hydrazinyl)thiazol-4-yl]-5-methylphenol